8-bromo-2-methyl-7-phenylimidazo[1,2-c]pyrimidin-5-amine BrC=1C=2N(C(=NC1C1=CC=CC=C1)N)C=C(N2)C